FC1=C(C(=O)N2CCN(CC2)C(=O)C2CCN(CC2)C2CC3(C2)CCN(CC3)C(=O)OC(C)(C)C)C=C(C=C1)CC1=NNC(C3=CC=CC=C13)=O tert-butyl 2-(4-(4-(2-fluoro-5-((4-oxo-3,4-dihydro-phthalazin-1-yl) methyl) benzoyl) piperazine-1-carbonyl) piperidin-1-yl)-7-azaspiro[3.5]nonane-7-carboxylate